4-[(3S)-3-amino-3-methylpyrrolidin-1-yl]-5-(3,4-difluorophenyl)-6-methoxy-N-[(2S)-1,1,1-trifluoropropan-2-yl]pyridine-3-carboxamide N[C@@]1(CN(CC1)C1=C(C=NC(=C1C1=CC(=C(C=C1)F)F)OC)C(=O)N[C@H](C(F)(F)F)C)C